ClC1=C(C(=NO)Cl)C(=CC=C1)Cl 2,6-dichloro-N-hydroxyiminobenzyl chloride